FC=1C=C(C=CC1)C=1N=CC=2N(C1)C(=NC2)C2=CC=C(C(=O)N)C=C2 4-(6-(3-fluorophenyl)imidazo[1,5-a]pyrazin-3-yl)benzamide